1-Hepten-4-yn-3-ol C=CC(C#CCC)O